triptane sodium salt [Na].CC(C)(C)C(C)C